C1(CC1)N(C1CCC1)CCC1=CNC2=CC=C(C=C12)F N-cyclopropyl-N-(2-(5-fluoro-1H-indol-3-yl)ethyl)cyclobutanamine